C(CC)ON(C1=CC=C(C(=O)OCC)C=C1)OCCC ethyl N,N-dipropyloxy-p-aminobenzoate